BrC1=NN(C(=C1)P(C1CC1)(C1CC1)=O)C([2H])([2H])[2H] (3-bromo-1-(methyl-d3)-1H-pyrazol-5-yl)dicyclopropylphosphine oxide